8-beta-D-glucopyranosyl-7,8,9,10-tetrahydro-6,10-methano-6H-pyrazino[2,3-H][3]benzazepine [C@@H]1([C@H](O)[C@@H](O)[C@H](O)[C@H](O1)CO)N1CC2C3=C(C(C1)C2)C=C2C(=C3)N=CC=N2